C1(CC1)OC1CN(C1)C1=NN(C2=C1C=NC(=C2)C2=NN(C=C2)C2OCCCC2)CC2(CC2)F 3-[3-[3-(cyclopropoxy)azetidin-1-yl]-1-[(1-fluorocyclopropyl)methyl]pyrazolo[4,3-c]pyridin-6-yl]-1-tetrahydropyran-2-yl-pyrazol